ClC1=C(C=CC2=C1C=C(O2)C(=O)O)N2CCN(CC2)C(C2=CC(=CC=C2)Cl)=O 4-chloro-5-[4-(3-chloro-benzoyl)-piperazin-1-yl]-benzofuran-2-carboxylic acid